FC1=NC=C(C2=C1C[C@@H]1CC[C@H]2N1C1=CC=C(C=C1)OC)NC(OC(C)(C)C)=O tert-butyl ((5R,8S)-1-fluoro-10-(4-methoxyphenyl)-6,7,8,9-tetrahydro-5H-5,8-epiminocyclohepta[c]pyridin-4-yl)carbamate